BrC=1C=C(C=C(C1)C=NC1=CC=C(C=C1)Cl)O 3-bromo-5-((4-chloro-phenylimino)methyl)-phenol